CC(OC(COCCOCCOCCOCCOCCOC1=NC=CC(=C1)N1C2CN(CC1CC2)C(=O)OC(C)(C)C)=O)(C)C tert-butyl 8-(2-((19,19-dimethyl-17-oxo-3,6,9,12,15,18-hexaoxaeicosyl) oxy) pyridin-4-yl)-3,8-diazabicyclo[3.2.1]octane-3-carboxylate